C1=CC=C2C=CC=C3CC=4C=CC=CC4C1=C23 Benz[de]-anthracen